dimethylmethylene(cyclopentadienyl)(9-fluorenyl)dimethylhafnium CC(C)=C[Hf](C)(C1C2=CC=CC=C2C=2C=CC=CC12)C1C=CC=C1